CC(=O)C1=CC=C(C=C1)C(C)(C)C 4-tert-butylacetophenone